phenoxyl ether O(C1=CC=CC=C1)OOC1=CC=CC=C1